COC([C@H](N=C(C1=CC=CC=C1)C1=CC=CC=C1)CC1=CC(=CC=C1)O)=O N-(diphenylmethylene)-3-hydroxy-D-phenylalanine methyl ester